CC=1SC=C(N1)NC1=NC=CC(=C1)C1=CC(NC(=C1)C1=C(C=CC=C1)C(F)(F)F)=O 4-[2-[(2-methylthiazol-4-yl)amino]-4-pyridyl]-6-[2-(trifluoromethyl)phenyl]-1H-pyridin-2-one